4-Chlorosulfonyl-1-hydroxy-2-naphthoic acid ClS(=O)(=O)C1=CC(=C(C2=CC=CC=C12)O)C(=O)O